5-methoxy-3-(((2s,3r)-3-methyl-5-oxopyrrolidin-2-yl)methoxy)thieno[3,2-b]pyridine-6-carboxamide COC1=C(C=C2C(=N1)C(=CS2)OC[C@H]2NC(C[C@H]2C)=O)C(=O)N